1-(6-bromo-2-fluoropyridin-3-yl)ethanone Methyl-{[1-{2-[(2-ethoxybenzene-1-sulfonyl)carbamoyl]-4-fluoro-1-benzofuran-6-yl}azetidin-2-yl]methyl}carbamate CN(C(O)=O)CC1N(CC1)C1=CC2=C(C=C(O2)C(NS(=O)(=O)C2=C(C=CC=C2)OCC)=O)C(=C1)F.BrC1=CC=C(C(=N1)F)C(C)=O